N1=C(C=CC=C1)C=1C=NC(=CC1)CO [2,3'-bipyridin]-6'-ylmethanol